(6aR,9R)-5-bromo-N-((R)-pentan-2-yl)-7-methyl-4,6,6a,7,8,9-hexahydroindolo[4,3-fg]quinoline-9-carboxamide BrC=1NC2=CC=CC=3C4=C[C@H](CN([C@@H]4CC1C32)C)C(=O)N[C@H](C)CCC